CC1=C(C(=O)NC2(CC2)C2=CC=CC3=CC=CC=C23)C=C(C=C1)OCCN1CCOCC1 2-Methyl-5-(2-morpholinoethoxy)-N-(1-(naphthalen-1-yl)cyclopropyl)benzamide